C(C)OC([C@H](NC([C@@H](NC(=O)OC(C)(C)C)CC1=CC=CC=C1)=O)CCC(=O)OCC)=O (tert-butoxycarbonyl)-L-phenylalanyl-D-glutamic acid diethyl ester